N4-cyclopropyl-N6-(2-methoxy-4-(methylsulfonyl)phenyl)-1H-pyrrolo[2,3-b]pyridine-4,6-diamine C1(CC1)NC=1C2=C(N=C(C1)NC1=C(C=C(C=C1)S(=O)(=O)C)OC)NC=C2